ethyl 2-(3-(5-fluoroisoquinolin-4-yl)ureido)-5-(2,2,2-trifluoroethyl)cyclopent-1-ene-1-carboxylate FC1=C2C(=CN=CC2=CC=C1)NC(NC1=C(C(CC1)CC(F)(F)F)C(=O)OCC)=O